CC(C=CC(=O)O)(C)C 4,4-dimethyl-2-pentenic acid